benzyl 5-[(1,3-dioxoisoindolin-2-yl) methyl]-3,3-dimethyl-4-oxo-piperidine-1-carboxylate O=C1N(C(C2=CC=CC=C12)=O)CC1C(C(CN(C1)C(=O)OCC1=CC=CC=C1)(C)C)=O